5-chloro-N-(2,4-difluoro-3-(8-methyl-2-(methylamino)-7-oxo-7,8-dihydropteridin-6-yl)phenyl)-2-methoxypyridine-3-sulfonamide ClC=1C=C(C(=NC1)OC)S(=O)(=O)NC1=C(C(=C(C=C1)F)C1=NC=2C=NC(=NC2N(C1=O)C)NC)F